FC1=CC=CC2=C1C=NCS2 5-Fluoro-2H-benzo[e][1,3]thiazine